[N+](=O)([O-])N=C1NN=CN1 nitroimino-4H-1,2,4-triazole